4-Chloro-3,5-Xylenol ClC1=C(C=C(C=C1C)O)C